ethyl (Z)-2-hydroxy-6-(naphthalen-1-yl)-4-oxohex-2-enoate (ethyl (Z)-2-hydroxy-6-(naphthalen-1-yl)-4-oxohex-2-enoate) C(C)/C(=C(\C(=O)O)/O)/C(CCC1=CC=CC2=CC=CC=C12)=O.O\C(\C(=O)OCC)=C/C(CCC1=CC=CC2=CC=CC=C12)=O